6,7-dihydro-5H-pyrrolo[4,3-d]pyrimidin-5-one N1=CN=CC2=C1CNC2=O